4-(1-chloro-6-(p-tolyl)pyrrolo[1,2-a]pyrazin-7-yl)benzonitrile ClC=1C=2N(C=CN1)C(=C(C2)C2=CC=C(C#N)C=C2)C2=CC=C(C=C2)C